2-(2,5-dimethyl-1H-pyrrol-1-yl)ethan-1-thiol CC=1N(C(=CC1)C)CCS